CC1=C(C=C(N=N1)C=1C(NC(NC1)=O)=O)C1C(C1)C1=CC=CC=C1 5-(6-methyl-5-(2-phenylcyclopropyl)pyridazin-3-yl)pyrimidine-2,4(1H,3H)-dione